C(CCCCC)C=1C=C(C=C(C1)CCCCCC)COC(CCCCCCCNC(=O)OC(C)(C)C)=O.NCCCCCCCC(=O)OCC1=CC(=CC(=C1)CCCCCC)CCCCCC (3,5-dihexylphenyl)methyl 8-aminooctanoate (3,5-Dihexylphenyl)methyl-8-[(tert-butoxycarbonyl)amino]octanoate